3-[2-(1,3-Benzodioxole-5-yl)ethyl]-6-(4-methylphenyl)-7H-[1,2,4]triazolo[3,4-b][1,3,4]thiadiazine O1COC2=C1C=CC(=C2)CCC2=NN=C1SCC(=NN12)C1=CC=C(C=C1)C